({6-[(1,3-benzothiazol-2-yl)amino]-4-(methoxymethyl)-5-methylpyridazin-3-yl}amino)-1,3-thiazole-4-carboxylic acid methyl ester COC(=O)C=1N=C(SC1)NC=1N=NC(=C(C1COC)C)NC=1SC2=C(N1)C=CC=C2